7-[3-[4-(trifluoromethyl)phenoxy]pyrazin-2-yl]-[1,2,4]triazolo[4,3-a]pyridine-3-carbaldehyde FC(C1=CC=C(OC=2C(=NC=CN2)C2=CC=3N(C=C2)C(=NN3)C=O)C=C1)(F)F